ClC=1C=C(C(=O)NC(C=O)(C)C)C=C(C1)Cl 3,5-dichloro-N-(2-methyl-1-oxopropane-2-yl)benzamide